NCCCCCNC1=C(C(=O)NC=2N=NC(=CC2)N(C)C)C=CC(=C1)C ((5-Aminopentyl)amino)-N-(6-(dimethylamino)pyridazin-3-yl)-4-methylbenzamide